N-[5-[6-(cyclopropylmethoxy)pyridin-3-yl]-4-fluoro-2-[rac-(3R)-3,4-dimethylpiperazin-1-yl]phenyl]-6-oxo-4-(trifluoromethyl)-1H-pyridine-3-carboxamide C1(CC1)COC1=CC=C(C=N1)C=1C(=CC(=C(C1)NC(=O)C1=CNC(C=C1C(F)(F)F)=O)N1C[C@H](N(CC1)C)C)F |r|